C(C)(C)(C)OC(=O)N([C@H](C(=O)OC1=C(C(=C(C(=C1F)F)F)F)F)C(C)C)C (S)-perfluorophenyl 2-((tert-butoxycarbonyl) (methyl)amino)-3-methylbutanoate